O1C(=NC2=C1C=CC=C2)C([C@H](C[C@H]2C(NCC2)=O)NC([C@H](CC2CCCCC2)NC(OC(C(F)(F)C2=CC(=CC=C2)Cl)C2=CC=CC=C2)=O)=O)=O 2-(3-chlorophenyl)-2,2-difluoro-1-phenylethyl ((S)-1-(((S)-1-(benzo[d]oxazol-2-yl)-1-oxo-3-((S)-2-oxopyrrolidin-3-yl)propan-2-yl)amino)-3-cyclohexyl-1-oxopropan-2-yl)carbamate